O1C(CCC=C1)C(=O)O 3,4-DIHYDRO-2H-PYRAN-2-CARBOXYLIC ACID